3,8-dihydroxy-2-methylchromone OC1=C(OC2=C(C=CC=C2C1=O)O)C